C(C)(C)(C)OC(=O)NCCC=1N(C2=CC(=CC=C2C1)OC)C(=O)OC(C)(C)C tert-butyl 2-(2-((tert-butoxycarbonyl)amino)ethyl)-6-methoxy-1H-indole-1-carboxylate